4-((2-(((1H-benzo[d]imidazol-2-yl)thio)methyl)-3-methylpyridin-4-yl)oxy)-3-methoxybenzoate N1C(=NC2=C1C=CC=C2)SCC2=NC=CC(=C2C)OC2=C(C=C(C(=O)[O-])C=C2)OC